[C@H]12CN(C[C@H](CC1)N2)C2=NC(=NC1=C(C(=C(C=C21)F)N2CCNC1=CC=CC=C21)F)OC[C@H]2N(CCC2)C 4-((1R,5S)-3,8-diazabicyclo[3.2.1]octan-3-yl)-7-(3,4-dihydroquinoxalin-1(2H)-yl)-6,8-difluoro-2-(((S)-1-methylpyrrolidin-2-yl)methoxy)quinazoline